3,9-dihydroxy-8-((4-(m-tolyl)piperidin-1-yl)methyl)benzo[5,6]oxazepin OC1=NOC2=C(C=C1)C=CC(=C2O)CN2CCC(CC2)C=2C=C(C=CC2)C